2-(7-aza-bicyclo[2.2.1]hept-7-yl)-5-bromo-4-(2-fluoro-3-nitro-phenyl)-thiophene-3-carbonitrile C12CCC(CC1)N2C=2SC(=C(C2C#N)C2=C(C(=CC=C2)[N+](=O)[O-])F)Br